2-[3-(3,5-Difluorophenyl)-1H-pyrazol-4-yl]-1-methyl-2,3-dihydroquinazolin-4-one FC=1C=C(C=C(C1)F)C1=NNC=C1C1N(C2=CC=CC=C2C(N1)=O)C